tert-butyl (4-(6-((diisopropoxyphosphoryl)oxy)-3-azabicyclo[3.2.0]heptan-3-yl)-6-fluoro-2-((2-methylpyrimidin-5-yl)oxy)-9H-pyrimido[4,5-b]indol-8-yl)(methyl)carbamate C(C)(C)OP(=O)(OC(C)C)OC1C2CN(CC2C1)C1=NC(=NC=2NC3=C(C=C(C=C3C21)F)N(C(OC(C)(C)C)=O)C)OC=2C=NC(=NC2)C